(2E)-3-(3-fluoro-5-methoxyphenyl)prop-2-enal FC=1C=C(C=C(C1)OC)/C=C/C=O